4-(Bromomethyl)pyrimidine-2-carboxylic acid BrCC1=NC(=NC=C1)C(=O)O